4-chloro-6-methoxy-2,8-dimethyl-8,9-dihydrofuro[2,3-h]quinazoline ClC1=NC(=NC2=C3C(=C(C=C12)OC)OC(C3)C)C